C(C)(C)C1=NNC2=CC=C(C=C12)C1=CN=C2N1N=C(C=C2)N2CC(OCC2)(C)C 4-(3-(3-isopropyl-1H-indazol-5-yl)imidazo[1,2-b]pyridazin-6-yl)-2,2-dimethylmorpholine